N1(CCCCC1)C=1C=C(C=CC1C(=O)N1CCN(CC1)CCC)NC(=O)C1CC1 N-(3-(piperidin-1-yl)-4-(4-propylpiperazine-1-carbonyl)phenyl)cyclopropanecarboxamide